CC(C)(C)[S@@](=O)/N=C/C1=CC2=C(C=N1)C=NN2C (R,E)-2-methyl-N-((1-methyl-1H-pyrazolo[4,3-c]pyridin-6-yl)methylene)propane-2-sulfinamide